C(#N)COC1=C(C(=C(C=C1)C1=CN=C2N1C=CN=C2NC2=CC(=C(C(=O)NCCNC(OC(C)(C)C)=O)C=C2)CC)F)F tert-butyl N-[2-[[4-[[3-[4-(cyanomethoxy)-2,3-difluoro-phenyl]imidazo[1,2-a]pyrazin-8-yl]amino]-2-ethyl-benzoyl]amino]ethyl]carbamate